4-((s)-2-((s)-2-aminopropanamido)propanamido)benzyl (2-(2-chloro-4-(3-((2-(2,6-dioxopiperidin-3-yl)-1-oxoisoindolin-5-yl)methyl)ureido)phenethoxy)ethyl)(methyl)carbamate ClC1=C(CCOCCN(C(OCC2=CC=C(C=C2)NC([C@H](C)NC([C@H](C)N)=O)=O)=O)C)C=CC(=C1)NC(=O)NCC=1C=C2CN(C(C2=CC1)=O)C1C(NC(CC1)=O)=O